methyl 2-((3S,5S)-1-(4-chlorobenzyl)-5-(4-(trifluoromethyl)phenyl)piperidin-3-yl)acetate ClC1=CC=C(CN2C[C@@H](C[C@H](C2)C2=CC=C(C=C2)C(F)(F)F)CC(=O)OC)C=C1